[Mg+2].C(C)C(C(=O)[O-])C(=O)[O-] monoethyl-malonic acid magnesium salt